(chloromethyl)-1-methyl-1H-pyrazole-3-carbonyl chloride ClCC=1C(=NN(C1)C)C(=O)Cl